4-{2-[(2S)-2-(2-methylphenyl)piperidin-1-yl]-7-azaspiro[3.5]nonan-7-yl}-N-[3-nitro-4-({[(1r,4r)-4-hydroxy-4-methylcyclohexyl]methyl}amino)benzenesulfonyl]benzamide hydrochloride Cl.CC1=C(C=CC=C1)[C@H]1N(CCCC1)C1CC2(C1)CCN(CC2)C2=CC=C(C(=O)NS(=O)(=O)C1=CC(=C(C=C1)NCC1CCC(CC1)(C)O)[N+](=O)[O-])C=C2